benzyl (3-(methoxy(methyl)amino)-2-methyl-3-oxopropyl)carbamate CON(C(C(CNC(OCC1=CC=CC=C1)=O)C)=O)C